NC1=NN2C(C=C(C=C2)C=2C(=C(OCCC(C(C)(O)C3=CC=C(C=C3)F)(F)F)C=CC2F)F)=N1 5-(3-(2-amino-[1,2,4]triazolo[1,5-a]pyridin-7-yl)-2,4-difluorophenoxy)-3,3-difluoro-2-(4-fluorophenyl)pentan-2-ol